3-hydroxy-4,4-dimethyl-N-((S)-1-(3-(trifluoromethyl)phenyl)ethyl)pentanamide 4-oxo-4-phenylbut-2-yn-1-yl-2-hydroxypropanoate O=C(C#CCOC(C(C)O)=O)C1=CC=CC=C1.OC(CC(=O)N[C@@H](C)C1=CC(=CC=C1)C(F)(F)F)C(C)(C)C